3-((1S,3R)-3-((5-cyano-4-(1,5-dimethyl-1H-imidazol-2-yl)pyrimidin-2-yl)amino)cyclohexyl)-3H-imidazo[4,5-b]pyridine-6-carbonitrile C(#N)C=1C(=NC(=NC1)N[C@H]1C[C@H](CCC1)N1C=NC=2C1=NC=C(C2)C#N)C=2N(C(=CN2)C)C